BrC=1C=CC=2C(C3=CC=CC=C3N(C2C1)C1=NC=CC(=C1)C(C)(C)C)(C)C 3-bromo-10-(4-(tert-butyl)pyridin-2-yl)-9,9-dimethyl-9,10-dihydroacridine